C[Si](O[Si](C)(C)CCCO)(C)CCCO 3,3'-(1,1,3,3-tetramethyldisiloxane-1,3-diyl)bis(propan-1-ol)